1-methyl-1-(m-tolyl)hydrazine CN(N)C=1C=C(C=CC1)C